ClC=1C=C2C(=NC1)N(N=C2NC(C2=C(C=C(C=C2)I)N2CCC1(CC1)CC2)=O)C N-(5-chloro-1-methyl-1H-pyrazolo[3,4-b]pyridin-3-yl)-4-iodo-2-(6-azaspiro[2.5]oct-6-yl)benzamide